C(C)N1N=C(C=C1)NC(=O)[C@H]1N(C[C@@H](C1)F)C(=O)OC(C)(C)C tert-Butyl (2S,4R)-2-((1-ethyl-1H-pyrazol-3-yl)carbamoyl)4-fluoropyrrolidine-1-carboxylate